N-(2-((2,3-dihydrobenzofuran-5-yl)methyl)butyl)-1-methyl-5-oxo-4,5-dihydro-1H-1,2,4-triazole-3-carboxamide O1CCC2=C1C=CC(=C2)CC(CNC(=O)C2=NN(C(N2)=O)C)CC